BrC1=CC=C(C2=NN(N=C21)CCCC)Br 4,7-dibromo-2-(n-butyl)-2H-benzo[D][1,2,3]triazole